(1,2-diaminocyclohexane) (isocitrate) C(C(O)C(C(=O)O)CC(=O)O)(=O)O.NC1C(CCCC1)N